1-(((R)-1-(3-(difluoromethyl)-2-fluorophenyl)ethyl)amino)-3-methyl-7-(1-methylpiperidine-3-yl)pyrido[3,4-d]pyridazin-4(3H)-one FC(C=1C(=C(C=CC1)[C@@H](C)NC=1C2=C(C(N(N1)C)=O)C=NC(=C2)C2CN(CCC2)C)F)F